C(C)(C)(C)OC(=O)N1C[C@H](CC1)NCC1=CC=CC=C1 (S)-3-(benzylamino)pyrrolidine-1-carboxylic acid tert-butyl ester